NC=1N=C(C2=C(N1)NC(=C2)C2=CC(=CC=C2)F)C=2C(=C(C=CC2)N2C(C1=C(C=C(C=C1C=C2)C2CC2)F)=O)CO 2-{3-[2-amino-6-(3-fluorophenyl)-7H-pyrrolo[2,3-d]pyrimidin-4-yl]-2-(hydroxymethyl)phenyl}-6-cyclopropyl-8-fluoroisoquinolin-1(2H)-one